((2-(((3S,6S,9aS)-3-((3S,4R)-3-cyano-4-phenylpyrrolidine-1-carbonyl)-5-oxooctahydro-1H-pyrrolo[1,2-a]azepin-6-yl)carbamoyl)benzo[b]thiophen-5-yl)fluoromethyl)phosphonic acid C(#N)[C@@H]1CN(C[C@H]1C1=CC=CC=C1)C(=O)[C@@H]1CC[C@H]2N1C([C@H](CCC2)NC(=O)C2=CC1=C(S2)C=CC(=C1)C(F)P(O)(O)=O)=O